FC1=C(C(=O)OC(C)(C)C)C=CC=C1[N+](=O)[O-] tert-butyl 2-fluoro-3-nitrobenzoate